furan-2-ylboronic acid O1C(=CC=C1)B(O)O